5,6-difluoro-1-methyl-1H-indazole-3-carboxylic acid methyl ester COC(=O)C1=NN(C2=CC(=C(C=C12)F)F)C